4-methyl-3-(3-methyl-5-{[2-(trifluoromethyl)pyrimidin-5-yl]oxy}phenyl)-1-(4-methylbenzenesulfonyl)-1H,4H,5H-pyrrolo[3,2-b]pyridin-5-one CN1C2=C(C=CC1=O)N(C=C2C2=CC(=CC(=C2)OC=2C=NC(=NC2)C(F)(F)F)C)S(=O)(=O)C2=CC=C(C=C2)C